Cl.NCCCCCCNC(CCCOC1=C2CCOC2=C(C=2OCCC12)N=[N+]=[N-])=O N-6-Aminohexyl-4-(8-azido-1,7-dioxa-2,3,5,6-tetrahydro-s-indacen-4-yloxy)butyramide hydrochloride salt